COC(CCCCCCCN(C(CCCN(C)C)=O)C(CCCCCC=O)CCCCCCCCC)=O.CN(CCCC(=O)N(CCCCCCCC(=O)OC)C(CCCCC\C=C(\C(=O)OCC)/F)CCCCCCCCC)C ethyl (2Z)-9-[4-(dimethylamino)-N-(8-methoxy-8-oxooctyl)butanamido]-2-fluorooctadec-2-enoate Methyl-8-[4-(dimethylamino)-N-(1-oxohexadecan-7-yl)butanamido]octanoate